6-[[(6Ar,10aR)-6,6,9-trimethyl-3-pentyl-6a,7,8,10a-tetrahydrobenzo[c]chromen-1-yl]oxy]hexan-1-amine CC1(OC2=CC(=CC(=C2[C@H]2[C@H]1CCC(=C2)C)OCCCCCCN)CCCCC)C